tert-butyl N-[(3R)-4-oxo-7-[5-(2,2,2-trifluoro-1,1-dimethyl-ethyl)-1,3,4-oxadiazol-2-yl]-3,5-dihydro-2H-1,5-benzothiazepin-3-yl]carbamate O=C1[C@H](CSC2=C(N1)C=C(C=C2)C=2OC(=NN2)C(C(F)(F)F)(C)C)NC(OC(C)(C)C)=O